O6-[2-[[6-[(Z)-non-3-enoxy]-6-oxo-hexanoyl]oxymethyl]-2-(norbornane-1-carbonyloxymethyl)-3-[4-(2-pyrrolidin-1-ylethylcarbamoyloxy)decanoyloxy]propyl] O1-[(Z)-non-3-enyl] hexanedioate C(CCCCC(=O)OCC(COC(CCC(CCCCCC)OC(NCCN1CCCC1)=O)=O)(COC(=O)C12CCC(CC1)C2)COC(CCCCC(=O)OCC\C=C/CCCCC)=O)(=O)OCC\C=C/CCCCC